N[C@@H](C=O)C (R)-aminopropanal